CC1=C(C=C(C=C1)NC(C1=CC=C(C=C1)C(F)(F)F)=O)[N+](=O)[O-] N-(4-methyl-3-nitrophenyl)-4-(trifluoromethyl)benzamide